4-bromo-6-chloro-1-(pyrrolidin-1-yl)-2,7-naphthyridine BrC1=CN=C(C2=CN=C(C=C12)Cl)N1CCCC1